C(C)(C)(C)OC(=O)N1[C@@H](CCC1)C=1C=C(C=C2CCN(CC12)C(COC1CC1)=O)C=1C=C2C(=NC1)NC=C2C (S)-2-(2-(2-cyclopropoxyacetyl)-6-(3-methyl-1H-pyrrolo[2,3-b]pyridine-5-yl)-1,2,3,4-tetrahydroisoquinolin-8-yl)pyrrolidine-1-carboxylic acid tert-butyl ester